FC(C(=O)C(=C=O)C1=CC=CC=C1)(F)F trifluorophenyl-acetyl-ketene